OC1=C(C(=O)O)C=C(C=C1)\N=N\C1=C(C=CC=C1)C1=NC(=NC=C1)NC1=CC=C(C=C1)C(F)(F)F (E)-2-hydroxy-5-((2-(2-((4-(trifluoromethyl)phenyl)amino)pyrimidin-4-yl)phenyl)diazenyl)benzoic acid